Pyridin-4-yl-propan-1-ol N1=CC=C(C=C1)C(CC)O